C(CCCCCCCCCCC)N(CC(=O)O)CCCN Lauryl-Aminopropylglycine